ClC1=NC=C(C(=N1)NC1=CC(=C(C=C1)Cl)OC)Cl 2,5-Dichloro-N4-(4-chloro-3-methoxyphenyl)pyrimidin-4-amine